N=1N=C(N2C1C=CC=C2)C2=CC(=NC=C2)N 4-([1,2,4]triazolo[4,3-a]pyridin-3-yl)pyridin-2-amine